N-[(Z)-6,7-dihydro-5H-quinolin-8-ylamino]-4-pyridin-2-ylpiperazine-1-thiocarboxamide N1=CC=CC=2CCCC(C12)NNC(=S)N1CCN(CC1)C1=NC=CC=C1